C(CCCCCCCCCCCC)(=O)OCCCCCCCCCCCCCCCCCCCC icosyl tridecanoate